O=C1NC(CCC1C=1C(=NC2=CC(=CC=C2C1)CCC(=O)OC(C)(C)C)C)=O Tert-butyl 3-(3-(2,6-dioxopiperidin-3-yl)-2-methylquinolin-7-yl)propanoate